1-(3'-(difluoromethoxy)-5'-fluoro-3-(3-(trifluoromethyl)benzenesulfonylamino)biphenyl-4-yl)piperidine-4-carboxylic acid methyl ester COC(=O)C1CCN(CC1)C1=C(C=C(C=C1)C1=CC(=CC(=C1)F)OC(F)F)NS(=O)(=O)C1=CC(=CC=C1)C(F)(F)F